1-(2-oxo-2-phenylethyl)-1H-benzo[d]imidazol-2(3H)-one O=C(CN1C(NC2=C1C=CC=C2)=O)C2=CC=CC=C2